ADAMANTANECARBOXYLIC ACID BENZYL AMIDE C(C1=CC=CC=C1)NC(=O)C12CC3CC(CC(C1)C3)C2